C(CCC)C1(N(C(C=2C=CCCC12)=O)CC1=CC(=CC=C1)C(F)(F)F)O 3-butyl-3-hydroxy-2-(3-trifluoromethylbenzyl)-2,3,4,5-tetrahydro-1H-isoindol-1-one